CN(CCC(C(=O)O)=C)C 4-(dimethylamino)-2-methylene-butanoic acid